7-chloro-1-(2,2-dimethyl-propyl)-1H-[1,6]naphthyridin-2-one ClC1=NC=C2C=CC(N(C2=C1)CC(C)(C)C)=O